C(C)(C)(C)OC(=O)N[C@@H](CC(=O)OC(C)(C)C)C(=O)N[C@H](C(=O)OCOC(=O)OC(C)C)CC1=CC=CC=C1 tert-butyl (S)-3-((tert-butoxycarbonyl)amino)-4-(((S)-1-(((isopropoxycarbonyl)oxy) methoxy)-1-oxo-3-phenylpropan-2-yl)amino)-4-oxobutyrate